niobium disulphide [S-2].[S-2].[Nb+4]